N1C=CC=2C1=NC=C(C2)C2=C(C(=O)O)C=CC=C2 2-(1H-pyrrolo[2,3-b]pyridin-5-yl)-benzoic acid